ethyl (6-hydroxy-5'-methyl-4-(2-methyloctan-2-yl)-2'-(prop-1-en-2-yl)-1',2',3,4'-tetrahydro-[1,1'-biphenyl]-2-yl) benzylphosphonate C(C1=CC=CC=C1)P(OCC)(OC1C(=C(C=C(C1)C(C)(CCCCCC)C)O)C1C(CCC(=C1)C)C(=C)C)=O